CC1=CN=C(N1)C1=NC=CC(=C1)C=1C=NC=C(C1)S(=O)(=O)C 5-Methyl-2-[5-(methylsulfonyl)-3,4'-bipyridin-2'-yl]-1H-imidazole